Ethyl-3-[8-methyl-2-(3-methyl-1-benzofuran-2-yl)-5-[(1R)-1-phenylethoxy]Quinolin-4-yl]-3-oxopropanoic acid ethyl ester C(C)OC(C(C(=O)C1=CC(=NC2=C(C=CC(=C12)O[C@H](C)C1=CC=CC=C1)C)C=1OC2=C(C1C)C=CC=C2)CC)=O